C=1CC=CCC1 2,5-dihydrobenzol